NC1=NC=NN2C1=C(C=C2C=2C(=CC(=C(C(=O)N[C@@H]1CN(C[C@@H]1F)C(C1=CC(=CC=C1)F)=O)C2)C)F)C(F)(F)F 5-[4-amino-5-(trifluoromethyl)pyrrolo[2,1-f][1,2,4]triazin-7-yl]-4-fluoro-N-[(3R,4S)-4-fluoro-1-(3-fluorobenzoyl)pyrrolidin-3-yl]-2-methylbenzamide